C(CCCCCCC(=O)Cl)(=O)Cl suberoyl dichloride